OC1CC(N(C1)C([C@@H](C(C)C)N1N=NC(=C1)C1=CN=CS1)=O)C(=O)NC 4-hydroxy-N-methyl-1-((R)-3-methyl-2-(4-(thiazol-5-yl)-1H-1,2,3-triazol-1-yl)butanoyl)pyrrolidine-2-carboxamide